FC(C(=O)O)(F)F.FC=1C=C(C=CC1F)C1=C(N=C2N(C1=O)C(=CC=C2)C)C(C)NC2=C1N=CNC1=NC=N2 3-(3,4-Difluorophenyl)-6-methyl-2-[1-(9H-purin-6-ylamino)ethyl]-4H-pyrido[1,2-a]pyrimidin-4-one Trifluoroacetic Acid Salt